IC1=CC(=C(C=C1C)N(C(C#CC)=O)C1=CC=C2C(=N1)C(=NN2C)O[C@@H]2CC[C@H](CC2)C(=O)OC(C)(C)C)N2CCCC2 tert-butyl (trans)-4-((5-(N-(4-iodo-5-methyl-2-(pyrrolidin-1-yl)phenyl)but-2-ynamido)-1-methyl-1H-pyrazolo[4,3-b]pyridin-3-yl)oxy)cyclohexane-1-carboxylate